FC(S(=O)(=O)[O-])(F)F.C(C)[N+]1=CN(C2=C1C=CC=C2)CC 1,3-Diethylbenzimidazolium trifluoromethanesulfonate